tert-butyl methyl-1,4,6,7-tetrahydro-5H-imidazo[4,5-c]pyridine-5-carboxylate CN1C=NC=2CN(CCC21)C(=O)OC(C)(C)C